N-[3-[1H-imidazol-5-ylmethyl(methyl)amino]phenyl]-N-isobutyl-naphthalene-1-carboxamide N1C=NC=C1CN(C=1C=C(C=CC1)N(C(=O)C1=CC=CC2=CC=CC=C12)CC(C)C)C